((2-oxopropionyl)oxy)but-2-ynoic acid tert-butyl ester C(C)(C)(C)OC(C#CCOC(C(C)=O)=O)=O